3-[(1S)-2,2-difluoro-1-hydroxy-7-methylsulfonyl-indan-4-yl]oxy-5-fluoro-benzonitrile FC1([C@H](C2=C(C=CC(=C2C1)OC=1C=C(C#N)C=C(C1)F)S(=O)(=O)C)O)F